2-chloro-N3-ethyl-N1-(1-methyl-1H-tetrazol-5-yl)isophthalamide ClC1=C(C(=O)NC2=NN=NN2C)C=CC=C1C(=O)NCC